FC(C(C(CC)(F)F)(F)F)(F)OCCOCCOCCOCCOCCOCCOC(C(C(CC)(F)F)(F)F)(F)F hexaethyleneglycol bis(1,1,2,2,3,3-hexafluoro-n-pentyl) ether